BrC=1C(=C(C=CC1)C1=CC=C2C(=N1)N(C=C2C=O)C)Cl 6-(3-Bromo-2-chlorophenyl)-1-methyl-1H-pyrrolo[2,3-b]pyridine-3-carbaldehyde